N-{5-[(5-{[(1S,2S)-2-hydroxycyclohexyl]carbamoyl}-2-methylanilino)methyl]pyridin-2-yl}oxane-4-carboxamide O[C@@H]1[C@H](CCCC1)NC(=O)C=1C=CC(=C(NCC=2C=CC(=NC2)NC(=O)C2CCOCC2)C1)C